N12CCC(CC1)(CC2)CCO 2-(quinuclidin-4-yl)ethan-1-ol